ClC=1C=C(C=NC1)C(=O)NC1=CC2=CN(N=C2C=C1)C1CCC(CC1)CO 5-chloro-N-[2-[4-(hydroxymethyl)cyclohexyl]indazol-5-yl]pyridine-3-carboxamide